C(C)(C)(C)OC(=O)NC(C1=NC=2N(C(N(C(C2N1C)=O)CC=1N(C2=CC=CC(=C2C1)Cl)C(=O)OC(C)(C)C)=O)C)C1CCOCC1 tert-butyl 2-((8-(((tert-butoxycarbonyl)amino) (tetrahydro-2H-pyran-4-yl)methyl)-3,7-dimethyl-2,6-dioxo-2,3,6,7-tetrahydro-1H-purin-1-yl)methyl)-4-chloro-1H-indole-1-carboxylate